C(C1=CC=CC=C1)OC(=O)[C@](CCCCCCCCCCC(OCC1=CC=CC=C1)=O)(C(NCCOCCOCCOCCOCCOCCOCCOCCOCCOCCOCCOCCOCCC(=O)O)=O)CCCCCCCCCCC (R)-14-((Benzyloxy)carbonyl)-3,15-dioxo-1-phenyl-14-undecyl-2,19,22,25,28,31,34,37,40,43,46,49,52-tridecaoxa-16-azapentapentacontan-55-oic acid